C1(CCCCC1)CCC1=CC2=C(S1)C1=CC=3C=CC4=C(SC=C4)C3C=C1C=C2 2-(2-cyclohexylethyl)anthra[1,2-b:5,6-b']dithiophene